C1(=CC=CC=C1)NNC(CCCCC(=O)NNC1=CC=CC=C1)=O N,N'-diphenylaminoadipamide